2-(4-bromo-1-methyl-1H-pyrazol-5-yl)-4-chloro-3-fluoro-6-methoxy-5-(prop-1-yn-1-yl)benzonitrile BrC=1C=NN(C1C1=C(C#N)C(=C(C(=C1F)Cl)C#CC)OC)C